N-(5-((4-(1H-indol-3-yl)-5-(trifluoromethyl)pyrimidin-2-yl)amino)-2-((2-(dimethylamino)ethyl)(methyl)amino)-3-fluorophenyl)acetamide N1C=C(C2=CC=CC=C12)C1=NC(=NC=C1C(F)(F)F)NC=1C=C(C(=C(C1)NC(C)=O)N(C)CCN(C)C)F